FC1=CC=C(C=C1)[C@@H]1C[C@H](N(C1)C(=O)OC(C)(C)C)CO tert-butyl (2S,4S)-4-(4-fluorophenyl)-2-(hydroxymethyl)pyrrolidine-1-carboxylate